1-(3-((4-(4-chlorophenyl)piperazin-1-yl)methyl)-4-(trifluoromethyl)phenyl)-N,N-dimethylpiperidin-4-amine ClC1=CC=C(C=C1)N1CCN(CC1)CC=1C=C(C=CC1C(F)(F)F)N1CCC(CC1)N(C)C